4-(benzylthio)-3,5-dimethoxy-N-methylbenzamide C(C1=CC=CC=C1)SC1=C(C=C(C(=O)NC)C=C1OC)OC